BrC=1C(=CC(=C(C1)C(C)=O)O)OC 1-(5-bromo-2-hydroxy-4-methoxyphenyl)ethane-1-one